3-acryloxypropyldiethylmethoxysilane C(C=C)(=O)OCCC[Si](OC)(CC)CC